methyl ((1R,3R)-3-(8-(1-methyl-1H-pyrazol-4-yl)-2-oxo-9-(4-((tetrahydrofuran-3-yl)oxy)phenyl)-2,3,4,7-tetrahydro-1H-pyrrolo[3',2':5,6]pyrido[4,3-d]pyrimidin-1-yl)cyclopentyl)carbamate CN1N=CC(=C1)C1=C(C2=C(N=CC3=C2N(C(NC3)=O)[C@H]3C[C@@H](CC3)NC(OC)=O)N1)C1=CC=C(C=C1)OC1COCC1